3,3-Difluoro-2,2-dimethyl-1-((2S,5S)-2-methyl-2,3-dihydro-2,5-methanobenzo[f][1,4]oxazepin-4(5H)-yl)propan-1-one FC(C(C(=O)N1C[C@]2(OC3=C([C@@H]1C2)C=CC=C3)C)(C)C)F